6-acetamido-N-(1-hydroxy-2-methylpropan-2-yl)-4-((4-methoxybenzyl)amino)nicotinamide C(C)(=O)NC1=NC=C(C(=O)NC(CO)(C)C)C(=C1)NCC1=CC=C(C=C1)OC